C(C1=CC=CC=C1)SSCCC(=O)O 3-(benzylthio-thio)propanoic acid